CNC(NCCC[C@H](N)C(=O)O)=N (S)-ω-Methyl-arginine